FC(C1=NC=2N(C=C1)N=CC2C(=O)Cl)(F)F 5-(Trifluoromethyl)pyrazolo[1,5-a]pyrimidine-3-carbonyl chloride